C(C)(C)(C)OC(=O)N1C[C@H](CC1)C(NCC1=CC=C(C=C1)OCC1=CC=C(C=C1)Cl)=O (S)-tert-butyl-3-((4-((4-chlorobenzyl)oxy)benzyl)carbamoyl)pyrrolidine-1-carboxylate